N[C@H]1CC=CC[C@@H]1C1=C(C2=NC(=CC(=C2S1)NCC#CC)Cl)C 2-((1S,6S)-6-aminocyclohex-3-en-1-yl)-N-(but-2-yn-1-yl)-5-chloro-3-methylthieno[3,2-b]pyridin-7-amine